beta-cyanoethyl-triethoxysilane thiocyanate [S-]C#N.C(#N)CC[Si](OCC)(OCC)OCC